ACRYLOYL DIMETHYLTAURATE NC(C)(C)CS(=O)(=O)OC(C=C)=O